ClC=1C=CC2=C(N=C(O2)SSC=2SC=CC2)C1 5-chloro-2-(thiophen-2-yl-disulfanyl)benzo[d]oxazole